N1(CCC1)CCC=1C(=CC(N(C1)C(C(=O)OCC)CC(C)C)=O)C(F)(F)F ethyl 2-(5-(2-(azetidin-1-yl)ethyl)-2-oxo-4-(trifluoromethyl)pyridin-1(2H)-yl)-4-methylpentanoate